N-phenyl-3-aminopropylmethyldimethoxysilane C1(=CC=CC=C1)NCCC[Si](OC)(OC)C